C(C)C=1C(=NN2C1C=C(C(=C2)F)C2=NN=NN2)C(O)(C2=CC=CC=C2)C2=CC=CC=C2 [3-Ethyl-6-fluoro-5-(1H-tetrazol-5-yl)-pyrazolo[1,5-a]pyridin-2-yl]-diphenyl-methanol